C(C1=CC=CC=C1)(=O)O[C@@H]1[C@@]23[C@@H](N(C1=O)CCC1=CC=C(C=C1)O)OC([C@]21[C@H](C[C@@]3(O)C(C)(C)C)OC(C1)=O)=O (3aS,5aS,8R,8aS,9R,10aS)-9-(tert-butyl)-9-hydroxy-6-(4-hydroxyphenethyl)-2,4,7-trioxooctahydro-4H,9H-furo[3'',2'':2',3']cyclopenta[1',2':3,4]furo[2,3-b]pyrrol-8-yl benzoate